(trans-3-((S)-1-(4-fluorophenyl)-1,2,3,4-tetrahydroisoquinoline-2-carboxamido)-1-methylcyclobutyl)carbamate FC1=CC=C(C=C1)[C@@H]1N(CCC2=CC=CC=C12)C(=O)NC1CC(C1)(C)NC([O-])=O